CN(C(=O)C1=CC=C(C=C1)C1=CC=2N(C=C1)C=NC2C(=O)NCC2=CC=C(C=C2)C(NC)=O)C 7-(4-(Dimethylcarbamoyl)phenyl)-N-(4-(methylcarbamoyl)benzyl)imidazo[1,5-a]pyridine-1-carboxamide